C(C)(C)(C)OC(=O)N1CCC2=C(CC1)C=C1C(=C2)NC(=N1)CC(=O)OCC 2-(2-ethoxy-2-oxoethyl)-5,6,8,9-tetrahydroimidazo[4',5':4,5]benzo[1,2-d]azepin-7(1H)-carboxylic acid tert-butyl ester